1-(6-(1-(3-((4-Aminopiperidin-1-yl)sulfonyl)benzyl)piperidin-4-yl)-1-methyl-1H-indazol-3-yl)dihydropyrimidine-2,4(1H,3H)-dione 2,2,2-trifluoroacetate FC(C(=O)O)(F)F.NC1CCN(CC1)S(=O)(=O)C=1C=C(CN2CCC(CC2)C2=CC=C3C(=NN(C3=C2)C)N2C(NC(CC2)=O)=O)C=CC1